N-[(1-amino-6-isoquinolyl)methyl]-5-formyl-4-methyl-thiophene-2-carboxamide NC1=NC=CC2=CC(=CC=C12)CNC(=O)C=1SC(=C(C1)C)C=O